binaphthalenetetraaldehyde C1(=C(C(=C(C=2C(=CC=CC12)C=O)C=O)C=O)C=O)C1=CC=CC2=CC=CC=C12